ethyl hydrogen ({[(2S)-2-{[(4-bromophenyl)carbamoyl]amino}-3-phenylpropanoyl]amino}methyl)phosphonate BrC1=CC=C(C=C1)NC(=O)N[C@H](C(=O)NCP(OCC)(O)=O)CC1=CC=CC=C1